CN1N(C(N=C1C1=NC=C(C(=C1)N1C(C(=C(C=C1C)OCC1=NC=C(C=C1F)F)Cl)=O)C)C(=O)O)C.C[C@@](C(O)C(C)=O)(O)[C@@](O)([C@](O)([C@](O)(C(O)C)C(C)=O)C)C(C)=O 2,4,6-trimethyl-1,3,5-triacetyl-glucitol methyl-5-{3-chloro-4-[(3,5-difluoropyridin-2-yl)methoxy]-5',6-dimethyl-2-oxo-[1,4'-bipyridin]-2'-yl}-2-methyl-1,2,4-triazole-3-carboxylate